The molecule is a carboxylic ester obtained by formal condensation of the carboxy group of 4-coumaric acid with the hydroxy group of malic acid. It has a role as a human urinary metabolite. It is a dicarboxylic acid, a carboxylic ester and a member of phenols. It derives from a 4-coumaric acid and a malic acid. C1=CC(=CC=C1C=CC(=O)OC(CC(=O)O)C(=O)O)O